methyl-α-chloroacrylate COC(C(=C)Cl)=O